spiro[chroman-3,1'-cyclopropane] C12(CC1)COC1=CC=CC=C1C2